(2S)-1,4-bis[2-(4-chloro-3-fluorophenoxy)acetamido]bicyclo[2.2.2]octan-2-yl (2-methoxyethoxy)acetate COCCOCC(=O)O[C@@H]1C2(CCC(C1)(CC2)NC(COC2=CC(=C(C=C2)Cl)F)=O)NC(COC2=CC(=C(C=C2)Cl)F)=O